FC=1C=C(COC=2C=C3N(C(N2)=O)C[C@@H]2N3CCC2)C=C(C1OC1=CC(=NC=C1)C(F)(F)F)F (R)-3-((3,5-difluoro-4-((2-(trifluoromethyl)pyridin-4-yl)oxy)benzyl)oxy)-7,8,8a,9-tetrahydropyrrolo[1',2':3,4]imidazo[1,2-c]pyrimidin-1(6H)-one